(4-(4-hydroxyphenyl)piperazin-1-yl)methanone OC1=CC=C(C=C1)N1CCN(CC1)C=O